4-[(1r,3r)-3-[p-(4-{3-azatricyclo[6.2.1.02,7]undeca-2(7),3,5-trien-5-ylamino}-2-pyrimidinylamino)phenoxy]cyclobutyl]-1λ6,4-thiazinane-1,1-dione [C@@H]12C=3N=CC(=CC3C(CC1)C2)NC2=NC(=NC=C2)NC2=CC=C(OC1CC(C1)N1CCS(CC1)(=O)=O)C=C2